2-(benzofuran-3-yl)-1-(R)-((4-methyl-3-nitrophenyl)methylsulfonylamino)ethylboronic acid O1C=C(C2=C1C=CC=C2)C[C@H](NS(=O)(=O)CC2=CC(=C(C=C2)C)[N+](=O)[O-])B(O)O